[C@H]12CC(C[C@H](CC1)N2)SC2=CN=C(N=N2)C=2C=C1C=CN=CC1=CC2O 6-(6-(((1R,3s,5S)-8-azabicyclo[3.2.1]octan-3-yl)thio)-1,2,4-triazin-3-yl)isoquinolin-7-ol